3,5-dimethyl-4-((6-chloro-5-isopropylpyridazin-3-yl)oxy)phenylboronic acid pinacol ester CC=1C=C(C=C(C1OC=1N=NC(=C(C1)C(C)C)Cl)C)B1OC(C)(C)C(C)(C)O1